(S,E)-N-((1,2,3,6,7,8-Hexahydro-as-indacen-4-yl)carbamoyl)-2-(pyrrolidin-2-yl)ethen-1-sulfonamid C1CCC2=C(C=C3CCCC3=C12)NC(=O)NS(=O)(=O)\C=C\[C@H]1NCCC1